6-trifluoromethyl-3,4-diphenyl-isocoumarin FC(C=1C=C2C(=C(OC(=O)C2=CC1)C1=CC=CC=C1)C1=CC=CC=C1)(F)F